N-[(3S)-9-fluoro-2-oxo-5-phenyl-1,3-dihydro-1,4-benzodiazepin-3-yl]-2-(2-fluorophenyl)-6-(4-methylpiperazin-1-yl)imidazo[1,2-b]pyridazine-3-carboxamide FC1=CC=CC=2C(=N[C@@H](C(NC21)=O)NC(=O)C2=C(N=C1N2N=C(C=C1)N1CCN(CC1)C)C1=C(C=CC=C1)F)C1=CC=CC=C1